FC(C1=NN=C(O1)C1=CC(=C(C=C1)CN(C(=O)N1CCC(CC1)S(=O)(=N)C)C1=CC=CC=C1)F)F N-[[4-[5-(difluoromethyl)-1,3,4-oxadiazol-2-yl]-2-fluoro-phenyl]methyl]-4-(methylsulfonimidoyl)-N-phenyl-piperidin-1-carboxamide